NC1=NC=2C(=NC=C(C2)C(=O)N)N1C\C=C\CN1C(=NC2=C1C(=CC(=C2)C(N)=O)OCCCO[Si](C)(C)C(C)(C)C)N (E)-2-amino-3-(4-(2-amino-7-(3-((tert-butyl-dimethyl-silyl)oxy)propoxy)-5-carbamoyl-1H-benzo[d]imidazol-1-yl)but-2-en-1-yl)-3H-imidazo[4,5-b]pyridine-6-carboxamide